tert-butyl N-((1-(2-(benzyloxy)ethyl)cyclopropyl)methyl)-N-((chloromethoxy)carbonyl)glycinate C(C1=CC=CC=C1)OCCC1(CC1)CN(CC(=O)OC(C)(C)C)C(=O)OCCl